P(OCC(CCCC)CC)([O-])=O.[Nd+3].C(C)C(COP([O-])=O)CCCC.C(C)C(COP([O-])=O)CCCC neodymium (2-ethylhexyl) phosphonate